(E)-4-(4-Cyano-2-(1-ethyl-3-(trifluoromethyl)-1H-pyrazol-4-yl)phenyl)-6-(4-(dimethylamino)but-2-enoyl)-4,5,6,7-tetrahydrothieno[2,3-c]pyridine-2-carbonitrile C(#N)C1=CC(=C(C=C1)C1C2=C(CN(C1)C(\C=C\CN(C)C)=O)SC(=C2)C#N)C=2C(=NN(C2)CC)C(F)(F)F